COC(CCCCN(CCCN(CCCCCC(=O)OCC(CCCCCCCC)CCCCCC)CCCCCC(=O)OCC(CCCCCCCC)CCCCCC)C)=O bis(2-hexyldecyl) 6,6'-((3-((5-methoxy-5-oxopentyl)(methyl)amino)propyl)azanediyl)dihexanoate